1-ethyl-3-formyl-4-oxo-4H-pyrido[1,2-a]pyrimidin-1-ium-2-ol C(C)[N+]1=C2N(C(C(=C1O)C=O)=O)C=CC=C2